OCCOC1=C(C=C(C=C1)C1(C2=CC=CC=C2C=2C=CC=CC12)C1=CC(=C(C=C1)OCCO)C(C)C)C(C)C 9,9-bis[4-(2-hydroxyethoxy)-3-iso-propylphenyl]fluorene